(E)-1-[2-(Cyclohexylmethoxy)-6-hydroxyphenyl]-3-(4-hydroxyphenyl)prop-2-en-1-one C1(CCCCC1)COC1=C(C(=CC=C1)O)C(\C=C\C1=CC=C(C=C1)O)=O